(Z)-4-((5-(4-(methylsulfonyl)piperazin-1-yl)thiophen-2-yl)methylene)-3-phenylisoxazol-5(4H)-one CS(=O)(=O)N1CCN(CC1)C1=CC=C(S1)\C=C/1\C(=NOC1=O)C1=CC=CC=C1